BrC1=C2C=C(C(=NC2=CC(=C1)C)C=O)C1=CC=C(C=C1)F 5-bromo-3-(4-fluorophenyl)-7-methylquinoline-2-carbaldehyde